C(C)(C)(C)OC(=O)N1C(CCCC1)C1CCNCC1 (4-piperidinyl)piperidine-1-carboxylic acid tert-butyl ester